FC(C=1C=CC(=C(C1)C=1C(=CC=C(C1)C)C(=O)NS(=O)(=O)CC=1C=NC(=CC1)C(C)OC)OC)F 5'-(difluoromethyl)-2'-methoxy-N-(((6-(1-methoxyethyl)pyridin-3-yl)methyl)sulfonyl)-5-methyl-[1,1'-biphenyl]-2-carboxamide